C(N)(=O)C1=C(N=C(N=N1)N1CCCCC1)NC1=CC=C(C=C1)C1CCN(CC1)CC1CN(CC1)C=1C=C2C(N(C(C2=CC1)=O)C1C(NC(CC1)=O)=O)=O 3-(5-(3-((4-(4-((6-carbamoyl-3-(piperidin-1-yl)-1,2,4-triazin-5-yl)amino)Phenyl)piperidin-1-yl)methyl)pyrrolidin-1-yl)-1,3-dioxoisoindoline-2-yl)-2,6-dioxopiperidine